(1S,3R)-3-acetamido-N-(8-(isopropylamino)-6-(methylamino)pyrido[3,4-d]pyrimidin-2-yl)cyclohexane-1-carboxamide C(C)(=O)N[C@H]1C[C@H](CCC1)C(=O)NC=1N=CC2=C(N1)C(=NC(=C2)NC)NC(C)C